2-amino-1-(8-fluoro-3,4-dihydrobenzo[b][1,4]oxazepin-5(2H)-yl)ethan-1-one NCC(=O)N1C2=C(OCCC1)C=C(C=C2)F